(S)-5-amino-N-((5-bromopyridin-2-yl)methyl)-6-methyl-N-(1-(pyrimidin-2-yl)ethyl)-1H-pyrrolo[3,2-b]pyridine-2-carboxamide NC1=C(C=C2C(=N1)C=C(N2)C(=O)N([C@@H](C)C2=NC=CC=N2)CC2=NC=C(C=C2)Br)C